acryl-oxyethyl-trimethyl-ammonium chloride [Cl-].C(=O)(C=C)OCC[N+](C)(C)C